C1(=CC=C(C=C1)S(F)(F)(F)(F)F)C p-tolylpenta-fluorosulfur